BrC=1C=C2CCCNC2=CC1C(F)(F)F 6-bromo-7-(trifluoromethyl)-1,2,3,4-tetrahydroquinoline